N-(3,4-dichloro-6,7-difluoro-9H-pyrido[2,3-b]indol-8-yl)-N-methyl-carbamic acid tert-butyl ester C(C)(C)(C)OC(N(C)C=1C(=C(C=C2C3=C(NC12)N=CC(=C3Cl)Cl)F)F)=O